N12CC(C(CC1)CC2)N(C([O-])=O)[C@H]2C(COC1=CC(=CC=C21)C2=CC1=C(OCCCO1)C=C2)(C)C.C(=O)(O)C[N+]2(C=NCC2)CCOCC(=O)O.[Na] sodium carboxymethyl-N-carboxymethyl-oxyethyl-imidazolinium (S)-quinuclidin-3-yl-(7-(3,4-dihydro-2H-benzo[b][1,4]dioxepin-7-yl)-3,3-dimethylchroman-4-yl)carbamate